N-(1H-benzimidazol-2-ylmethyl)-2-(2-oxa-6-azaspiro[3.3]hept-6-yl)-8-(propan-2-yl)pyrazolo[1,5-a][1,3,5]triazin-4-amine N1C(=NC2=C1C=CC=C2)CNC2=NC(=NC=1N2N=CC1C(C)C)N1CC2(COC2)C1